BrC1=C(C=CC(=C1)[N+](=O)[O-])C=1C(=NC=C(C1)C(F)(F)F)N (2-bromo-4-nitro-phenyl)-5-(trifluoromethyl)pyridin-2-amine